tert-butyl 4-(bis(benzo[d][1,3]dioxol-5-yl)amino)piperidine-1-carboxylate O1COC2=C1C=CC(=C2)N(C2CCN(CC2)C(=O)OC(C)(C)C)C2=CC1=C(OCO1)C=C2